BrC1=C2[C@H]([C@@H](N=C(C2=CC=C1)C=1C=NC2=C(C=CC=C2C1)F)C)C |r| rac-(3S,4R)-5-bromo-1-(8-fluoro-3-quinolyl)-3,4-dimethyl-3,4-dihydroisoquinoline